ClC1=CC=C(C=C1)C1=C(CCC(C1)(C)C)CN1CCN(CC1)C1=CC(=C(C(=O)N)C=C1)N1C2=C(OC(C1)(F)F)N=C1C(=C2)C=CN1 4-(4-((4'-chloro-5,5-dimethyl-3,4,5,6-tetrahydro-[1,1'-biphenyl]-2-yl)methyl)piperazin-1-yl)-2-(3,3-difluoro-2,3-dihydropyrrolo[3',2':5,6]pyrido[2,3-b][1,4]oxazin-1(6H)-yl)benzamide